N1(C=NC=2C1=C1C(=NC2)NC=C1)N1CCN(CC1)CCC#N 3-(4-(imidazo[4,5-d]pyrrolo[2,3-b]pyridin-1(6H)-yl)piperazin-1-yl)propionitrile